N(=[N+]=[N-])CCCCCCCCCCCOC1=CC=C(C=C1)C[C@@H](COCC)N1C=NC=2C=NC=3C=CC=CC3C21 (S)-1-(1-(4-((11-azidoundecyl)oxy)phenyl)-3-ethoxypropan-2-yl)-1H-imidazo[4,5-c]quinoline